C(C)N1C[C@@H](CCC1)N1C(NC2=C1C=C(C(=C2)C=2C=C(C=1N(C2)N=CN1)OC)C)=O (R)-1-(1-ethylpiperidin-3-yl)-5-(8-methoxy-[1,2,4]triazolo[1,5-a]pyridin-6-yl)-6-methyl-1,3-dihydro-2H-benzo[d]imidazol-2-one